[N+](=O)([O-])C1=CC=C(C(=O)CC(=O)OCC)C=C1 ethyl (4-nitrobenzoyl)acetate